N-(3-(4-(quinolin-6-yl)phenyl)propyl)pyrimidine-5-carboxamide N1=CC=CC2=CC(=CC=C12)C1=CC=C(C=C1)CCCNC(=O)C=1C=NC=NC1